(S)-1-(2-((S)-3-(naphthalen-1-yloxy)pyrrolidin-1-yl)acetyl)pyrrolidine C1(=CC=CC2=CC=CC=C12)O[C@@H]1CN(CC1)CC(=O)N1CCCC1